COC(=O)NC1=CC=C(C=C1)NC=1N=CC2=C(N1)CN(CC2)C(=O)OC(C)(C)C tert-butyl 2-({4-[(methoxycarbonyl)amino]phenyl}amino)-5H,6H,7H,8H-pyrido[3,4-d]pyrimidine-7-carboxylate